1,1-bis(4-cyanooxyphenyl)isobutane C(#N)OC1=CC=C(C=C1)C(C(C)C)C1=CC=C(C=C1)OC#N